NC1=NC=2C=CC=CC2C2=C1N=C(N2CC(C)(O)C)CNCC 1-(4-amino-2-ethylaminomethylimidazo[4,5-c]quinolin-1-yl)-2-methylpropan-2-ol